ethyl 2-(4-(2,5-dimethyl-4-aminophenoxy) phenyl)-2-oxoacetate CC1=C(OC2=CC=C(C=C2)C(C(=O)OCC)=O)C=C(C(=C1)N)C